bis(4-methoxybenzoyl) disulphide COC1=CC=C(C(=O)SSC(C2=CC=C(C=C2)OC)=O)C=C1